FC=1C=C2C(=NNC2=CC1OCCOC)C1=CC(=NO1)C=1C=NN(C1)C 5-Fluoro-6-(2-methoxy-ethoxy)-3-[3-(1-methyl-1H-pyrazol-4-yl)-isoxazol-5-yl]-1H-indazole